O[C@H]1CN(C[C@@H]([C@H]1O)N1N=NC(=C1)COC1=CC=CC=C1)C(CCCCCO)=O 1-[(3S,4R,5S)-3,4-di-hydroxy-5-[4-(phenoxymethyl)triazol-1-yl]-1-piperidyl]-6-hydroxy-hexan-1-one